FC1=C(C(=O)O)C(=CC(=C1)C(F)(F)F)OC 2-fluoro-6-methoxy-4-(trifluoromethyl)benzoic acid